[(3R)-1-Methylpiperidin-3-yl]methyl 4-methylbenzenesulfonate CC1=CC=C(C=C1)S(=O)(=O)OC[C@H]1CN(CCC1)C